C1(CC1)S(=O)(=O)N1N=CC(=C1)C1=NC=CC(=N1)N1CC(=C(C=C1N)NC1CCC(CC1)NCCF)C1=NC=CC=C1 1'-(2-(1-(Cyclopropylsulfonyl)-1H-pyrazol-4-yl)pyrimidin-4-yl)-N4'-((1s,4s)-4-((2-fluoroethyl)amino)cyclohexyl)-[2,3'-bipyridine]-4',6'-diamine